[OH-].C(C)[N+](CC=C)(CC=C)CC diethyl-diallyl-ammonium hydroxide